(R)-oxiraneethanol methyl-6-bromoisoquinoline-1-carboxylate CC=1N=C(C2=CC=C(C=C2C1)Br)C(=O)OCC[C@H]1OC1